C=1C=2N(C(NN1)=O)C=CC2 3H-pyrrolo[1,2-d][1,2,4]triazin-4-one